2-((S)-4-((S)-4-chloro-2'-(((S)-1-methylpyrrolidin-2-yl)methoxy)-5',8'-dihydro-6'H-spiro[inden-1,7'-quinazolin]-4'-yl)-1-(2-fluoroacryloyl)piperazin-2-yl)acetonitrile ClC1=C2C=C[C@@]3(CCC=4C(=NC(=NC4C3)OC[C@H]3N(CCC3)C)N3C[C@@H](N(CC3)C(C(=C)F)=O)CC#N)C2=CC=C1